7-deaza-2'-deoxy-2'-fluoroadenosine phosphoramidite P(O)(N)OC[C@@H]1[C@H]([C@H]([C@@H](O1)N1C=CC=2C(N)=NC=NC12)F)O